N(C1=CC=CC=C1)C1=C(N=C(O1)C1=CC=C(C=C1)C)[P+](C1=CC=CC=C1)(C1=CC=CC=C1)C1=CC=CC=C1 [5-Anilino-2-(4-methylphenyl)-1,3-oxazol-4-yl]-triphenylphosphanium